S-ethyl 4-cyano-4-cyclopropyl-1-(4-methoxybenzyl)-5-oxopyrrolidine-3-carbothioate C(#N)C1(C(CN(C1=O)CC1=CC=C(C=C1)OC)C(SCC)=O)C1CC1